3-((2-fluoroethyl)amino)-2-(4-((4-(morpholinomethyl)phenyl)ethynyl)phenyl)propyl-5-hydroxypyrimidin-4(3H)-one FCCNCC(CC1=NC=C(C(N1)=O)O)C1=CC=C(C=C1)C#CC1=CC=C(C=C1)CN1CCOCC1